N1N=CC(=C1)C1=NC=CC(=C1)C=O [2-(1H-pyrazol-4-yl)pyridin-4-yl]methanone